(2E)-2-methyl-4-(2,6,6-trimethyl-1-cyclohexen-1-yl)-2-butenal C/C(/C=O)=C\CC1=C(CCCC1(C)C)C